CN(C(=O)C=1C=C(C=CC1)NC1=NC2=C(C=3N1C(=NN3)C(=O)O)C=NC=C2)C 5-((3-(dimethylcarbamoyl)phenyl)amino)pyrido[3,4-e][1,2,4]triazolo[4,3-c]pyrimidine-3-carboxylic acid